3,4-dihydro-2H-benzo[b][1,4,5]oxathiazepine-9-carboxylic acid 1,1-dioxide S1(C2=C(OCCN1)C=CC=C2C(=O)O)(=O)=O